C(C)(C)(C)OC(=O)N1CC2(C1)CC(C2)OS(=O)(=O)C2=CC=C(C)C=C2.CC2(C1=CC=CC=C1NC=1C=CC=CC21)C 9,9-dimethyl-acridine tert-butyl-6-(tosyloxy)-2-azaspiro[3.3]heptane-2-carboxylate